NC[C@@H](CC(=O)O)[C@H](C(C)C)C (3S,4S)-3-aminomethyl-4,5-dimethyl-hexanoic acid